FC1=C(C=C2C(=N1)C(=C(N2)C2=CC(=NC=C2)NC([C@H](C)C2=CC=C(C=C2)F)=O)C2=NC=CC=C2)C (2R)-N-{4-[5-fluoro-6-methyl-3-(pyridin-2-yl)-1H-pyrrolo[3,2-b]pyridin-2-yl]pyridin-2-yl}-2-(4-fluorophenyl)propanamide